5-bromo-N-((6-((3R,5S)-3,4,5-trimethylpiperazin-1-yl)pyridin-2-yl)methyl)-7-((2-(trimethylsilyl)ethoxy)methyl)-7H-pyrrolo[2,3-d]pyrimidin-4-amine BrC1=CN(C=2N=CN=C(C21)NCC2=NC(=CC=C2)N2C[C@H](N([C@H](C2)C)C)C)COCC[Si](C)(C)C